2-methyl-1,2-ethylene glycol CC(CO)O